tert-butyl (3S,4S)-3-fluoro-4-[[6-[6-(2,2,2-trifluoro-1-hydroxy-1-methyl-ethyl)imidazo[1,2-a]pyrazin-3-yl]-2-pyridyl]amino]pyrrolidine-1-carboxylate F[C@H]1CN(C[C@@H]1NC1=NC(=CC=C1)C1=CN=C2N1C=C(N=C2)C(C(F)(F)F)(C)O)C(=O)OC(C)(C)C